tris(2-carboxyethyl)phosphinAn C(=O)(O)CCC1(P(CCCC1)CCC(=O)O)CCC(=O)O